C(C1=CC=CC=C1)N1CC2=C(C(=C(C1=O)SC)C1=C(C=CC=C1)Cl)C=CC=C2 2-benzyl-5-(2-chlorophenyl)-4-methylsulfanyl-1,2-dihydro-3H-benzo[c]azepin-3-one